2,3'-dimethylbenzidine CC1=C(C=CC(=C1)N)C1=CC(=C(N)C=C1)C